C(CCCCCCCCCCCCCCC)NC(CCCSCCC(=O)OCCCCCCCCCCCC)=N dodecyl 3-((4-(hexadecylamino)-4-iminobutyl)thio)propanoate